O=C1C2=C(N=C(N1)C1C(CC1)C1=NC=CC=N1)N(N=C2C#N)[C@@H](C)C2=CC=C(C=C2)C(F)(F)F 4-oxo-6-[2-pyrimidin-2-ylcyclobutyl]-1-{(1S)-1-[4-(trifluoromethyl)phenyl]ethyl}-4,5-dihydro-1H-pyrazolo[3,4-d]pyrimidine-3-carbonitrile